(-)-(R)-mandelic acid C1=CC=C(C=C1)[C@H](C(=O)O)O